FC1(CNCC[C@@H]1C1=CC(=C(C=C1F)C1=C2C=C(NC2=C(C(=C1)C1=CCCN(C1)C(CCN1N=CC=C1)=O)F)C(=O)N(C)C)F)F 4-[4-[(4R)-3,3-difluoro-4-piperidyl]-2,5-difluoro-phenyl]-7-fluoro-N,N-dimethyl-6-[1-(3-pyrazol-1-ylpropanoyl)-3,6-dihydro-2H-pyridin-5-yl]-1H-indole-2-carboxamide